(R)-3-(4-chlorophenyl)-N'-((3-ethynylphenyl)sulfonyl)-4-phenyl-N-(2-sulfamoylethyl)-4,5-dihydro-1H-pyrazole-1-carboximidamide ClC1=CC=C(C=C1)C1=NN(C[C@H]1C1=CC=CC=C1)C(NCCS(N)(=O)=O)=NS(=O)(=O)C1=CC(=CC=C1)C#C